C12CN(CC(CC1)N2)C=2C1=C(N=C(N2)OCC23CCCN3C3C(C2)COCC3)C(=C(N=C1)C1=CC(=CC3=CC=CC(=C13)C#C)O)F 4-(4-(3,8-diazabicyclo[3.2.1]octan-3-yl)-8-fluoro-2-((hexahydro-1H,3H-pyrano[3,4-b]pyrrolizin-8a(6H)-yl)methoxy)pyrido[4,3-d]pyrimidin-7-yl)-5-ethynylnaphthalen-2-ol